3-chlorobenzyl ((2S)-3-cyclohexyl-1-(((2S)-1-(diethoxyphosphoryl)-1-hydroxy-5-oxo-5-(1,2,4,5-tetrahydro-3H-benzo[d]azepin-3-yl)pentan-2-yl)amino)-1-oxopropan-2-yl)carbamate C1(CCCCC1)C[C@@H](C(=O)N[C@H](C(O)P(=O)(OCC)OCC)CCC(N1CCC2=C(CC1)C=CC=C2)=O)NC(OCC2=CC(=CC=C2)Cl)=O